tert-butyl (S)-4-(3-fluoro-5-(trifluoromethyl)pyridin-2-yl)-3-(mercaptomethyl)piperazine-1-carboxylate FC=1C(=NC=C(C1)C(F)(F)F)N1[C@@H](CN(CC1)C(=O)OC(C)(C)C)CS